CC1=NC2=CC=C(C=C2C1(C)C)S(=O)(=O)[O-] 2,3,3-trimethylindole-5-sulfonate